C(C1CO1)OC(CCCCCC(C)(C)C)=O neo-decanoic acid glycidyl ester